C1(CC1)CC=1N=NNN1 5-(cyclopropylmethyl)-2H-tetrazole